sulfate barium salt [Ba+2].S(=O)(=O)([O-])[O-]